C(C1=CC=CC=C1)OC(=O)N[C@](C(=O)OC)(CI)C (R)-methyl 2-(((benzyloxy) carbonyl) amino)-3-iodo-2-methylpropionate